C1=CC(=CC=C1C(=O)[O-])O.[K+] p-hydroxybenzoic acid potassium salt